N-(((1S,2R)-2-hydroxycyclohexyl)methyl)-1-(3-(4-methoxyphenyl)-1,2,4-oxadiazol-5-yl)piperidine-4-carboxamide O[C@H]1[C@@H](CCCC1)CNC(=O)C1CCN(CC1)C1=NC(=NO1)C1=CC=C(C=C1)OC